((1R,5S,6s)-6-((4-(2-aminopropan-2-yl)-6-(4-(difluoromethoxy)phenyl)pyridin-2-yl)oxy)-3-azabicyclo[3.1.0]hexan-3-yl)(4-methyl-2-(pyrimidin-2-yl)thiazol-5-yl)methanone NC(C)(C)C1=CC(=NC(=C1)C1=CC=C(C=C1)OC(F)F)OC1[C@@H]2CN(C[C@H]12)C(=O)C1=C(N=C(S1)C1=NC=CC=N1)C